1,4-dihydroxymethylcyclohexane diacrylate C(C=C)(=O)O.C(C=C)(=O)O.OCC1CCC(CC1)CO